N,N'-di-p-toluoyl-carbodiimide C1(=CC=C(C=C1)C(=O)N=C=NC(=O)C1=CC=C(C=C1)C)C